OCCC=1C=C(\C=N\NC(=O)C2=NC(=CN=C2)C2=CC=C(C=C2)OCC)C=C(C1)OC (E)-N'-(3-(2-hydroxyethyl)-5-methoxybenzylidene)-6-(4-ethoxyphenyl)pyrazine-2-carbohydrazide